COC(=O)C1(CCN(CC1)C1=NC(=CN=C1C1=CC=C(C=C1)OC)CCCC)C 1-(6-butyl-3-(4-methoxyphenyl)pyrazin-2-yl)-4-methylpiperidine-4-carboxylic acid methyl ester